C1(=CC=CC2=CC=CC=C12)C1=C(OC=C1)C1=CC=CC=C1 naphthyl-phenyl-furan